ClC1=C2C(N(C(NC2=C(C=C1)S(=O)(=O)C=1C=C(C2=C(SC=C2)C1)Cl)=O)O)=O 5-chloro-8-((4-chlorobenzo[b]thiophen-6-yl)sulfonyl)-3-hydroxyquinazoline-2,4(1H,3H)-dione